ClC1=C(C(NC2=CC=C(C=C12)F)=O)C=O 4-chloro-6-fluoro-2-oxo-1,2-dihydroquinoline-3-carbaldehyde